13-bromo-14-hydroxy-4-methoxy-16,16-dioxo-19-(trifluoromethyl)-9-oxa-16λ6-thia-17-azatetracyclo[16.3.1.111,15.02,7]tricosa-1(22),2,4,6,11(23),12,14,18,20-nonaen-10-one BrC1=CC=2C(OCC3=CC=C(C=C3C=3C=CC(=C(NS(C(=C1O)C2)(=O)=O)C3)C(F)(F)F)OC)=O